3-((1-(3-((S)-4-Benzyl-2-oxooxazolidin-3-yl)-5-(trifluoromethyl)phenyl)ethyl)amino)-6-fluoropicolinic acid C(C1=CC=CC=C1)[C@@H]1N(C(OC1)=O)C=1C=C(C=C(C1)C(F)(F)F)C(C)NC=1C(=NC(=CC1)F)C(=O)O